ClC1=CC=C2C(=CN=C(C2=C1)OC)S(=O)(=O)Cl 7-Chloro-1-methoxy-isoquinoline-4-sulfonyl chloride